methylenebis[N'-[3-(hydroxymethyl)-2,5-dioxoimidazolidin-4-yl]urea] C(NC(=O)NC1N(C(NC1=O)=O)CO)NC(=O)NC1N(C(NC1=O)=O)CO